2-(2-isopropylphenyl)-9-(4-(1-methyl-1H-1,2,4-triazol-3-yl)benzyl)-7,9-dihydro-8H-purin-8-one C(C)(C)C1=C(C=CC=C1)C1=NC=C2NC(N(C2=N1)CC1=CC=C(C=C1)C1=NN(C=N1)C)=O